O=C1NC(CCC1N1C(C2=CC=CC(=C2C1)C#CCCNC(=O)C1=CC=C(C=N1)C=1N=C(C2=C(C=CC=C2C1)C=1C=C2C(=CNC2=C(C1)C(C)C)C(=O)NC)C)=O)=O 5-(3-(6-((4-(2-(2,6-Dioxopiperidin-3-yl)-1-oxoisoindolin-4-yl)but-3-yn-1-yl)carbamoyl)pyridin-3-yl)-1-methylisoquinolin-8-yl)-7-isopropyl-N-methyl-1H-indole-3-carboxamide